C1(CCC1)N1N=C(C=C1)C(=O)OCC ethyl 1-cyclobutyl-1H-pyrazole-3-carboxylate